C(C1=CC=CC=C1)N1CC=2N(CC1)N=CC2Br 5-benzyl-3-bromo-6,7-dihydro-4H-pyrazolo[1,5-a]pyrazine